1-(3-hydroxypyrrolidin-1-yl)ethane-1-one OC1CN(CC1)C(C)=O